C(C1=CC=CC=C1)(C1=CC=CC=C1)N(C(N(C)CC1CCC(CC1)COCC(=O)O)=O)C 2-(((1r,4r)-4-((3-benzhydryl-1,3-dimethylureido)methyl)cyclohexyl)methoxy)acetic acid